1-[3-fluoro-4-(4-{2-[2-fluoro-5-(trifluoromethoxy)phenyl]acetamido}-1H-1,2,3-triazol-1-yl)butyl]-N-(pyridin-2-ylmethyl)-1H-1,2,3-triazole-4-carboxamide FC(CCN1N=NC(=C1)C(=O)NCC1=NC=CC=C1)CN1N=NC(=C1)NC(CC1=C(C=CC(=C1)OC(F)(F)F)F)=O